2-chloro-4-methyl-benzenesulfonyl chloride ClC1=C(C=CC(=C1)C)S(=O)(=O)Cl